N-(2-(3-(1-(4-amino-4-oxobutanoyl)piperidin-4-yl)-5'-fluoro-1'-methyl-1H,1'H-[4,6'-biindazol]-1-yl)acetyl)-N-methylglycylglycine NC(CCC(=O)N1CCC(CC1)C1=NN(C=2C=CC=C(C12)C1=C(C=C2C=NN(C2=C1)C)F)CC(=O)N(CC(=O)NCC(=O)O)C)=O